Z-rhamnose O=C[C@H](O)[C@H](O)[C@@H](O)[C@@H](O)C